P(=O)(OC1=C(C=C(C=C1)OC)CCCOC(C=C)=O)(O)[O-] acryloyloxypropyl-(4-methoxyphenyl) hydrogen phosphate